[NH4+].S(=O)(=O)(OCCCCCCCCCCCC)[O-] lauryl sulfate ammonium salt